C(C)(=O)ON=C(C1=CC(=CC=C1)CC(NS(=O)(=O)C1=CC(=CC=C1)NC(=O)C1=CNC=CC1=O)C=1SC2=C(N1)C=CC=C2)N [[amino-[3-[2-(1,3-benzothiazol-2-yl)-2-[[3-[(4-oxo-1H-pyridine-3-carbonyl)amino]phenyl]sulfonylamino]ethyl]phenyl]methylene]amino] acetate